C1=CC=C(C(=C1)C=O)C(=O)O The molecule is an aldehydic acid which consists of benzoic acid substituted by a formyl group at position 2. Metabolite of ampicillin phthalidyl ester. It has a role as a mouse metabolite, a bacterial xenobiotic metabolite and a drug metabolite. It is an aldehydic acid and a member of benzaldehydes. It is a conjugate acid of a 2-formylbenzoate.